2-geranylthiouridine CC(=CCC/C(=C/CSC1=NC(=O)C=CN1[C@H]2[C@@H]([C@@H]([C@H](O2)CO)O)O)/C)C